4-(4-bromo-2-methyl-phenyl)sulfonyl-1,5-dimethyl-2,3-dihydroquinoxaline BrC1=CC(=C(C=C1)S(=O)(=O)N1CCN(C2=CC=CC(=C12)C)C)C